(4-sulfonatophenyl)amide S(=O)(=O)([O-])C1=CC=C(C=C1)[NH-]